N[C@@H]1C2=CC=CC=C2CC12CCN(CC2)C=2NC(C1=C(N2)NN=C1C=1C=2C=NC(=NC2CC(C1)(C)C)NC)=O (S)-6-(1-amino-1,3-dihydrospiro[indene-2,4'-piperidin]-1'-yl)-3-(7,7-dimethyl-2-(methylamino)-7,8-dihydroquinazolin-5-yl)-1,5-dihydro-4H-pyrazolo[3,4-d]pyrimidin-4-one